methyl 4-(N-2-methylbutylamino)benzoate CC(CNC1=CC=C(C(=O)OC)C=C1)CC